N1[C@@H](C[C@@H](O)C1)C(=O)O.C[SiH2]O Methylsilanol-Hydroxyproline